C(C)N1CCN(CC1)C1=C(C=C(C=C1F)C(=O)N1CCC(CC1)C1=CC=C(C=C1)OC=1N=NC(=CC1)C(F)(F)F)NS(=O)(=O)CC1=CC=CC=C1 N-(2-(4-ethylpiperazin-1-yl)-3-fluoro-5-(4-(4-((6-(trifluoromethyl)pyridazin-3-yl)oxy)phenyl)-piperidine-1-carbonyl)phenyl)-1-phenylmethanesulfonamide